N1(N=CC=C1)CC1=CC2=C(C(=NO2)NS(=O)(=O)C=2C(=CC=C3C(CCOC23)=O)OC)C(=C1F)OC N-(6-((1H-pyrazol-1-yl)methyl)-5-fluoro-4-methoxybenzo[d]isoxazol-3-yl)-7-methoxy-4-oxochroman-8-sulfonamide